COCC1=NN2C(CN(CCC2)C2=CC=CC(=N2)C2=NC3=CC(=NC=C3C=C2)CNC(C2=CN=CC(=C2)S(=O)(=O)C)=O)=C1 N-((2-(6-(2-(methoxymethyl)-7,8-dihydro-4H-pyrazolo[1,5-a][1,4]diazepin-5(6H)-yl)pyridin-2-yl)-1,6-naphthyridin-7-yl)methyl)-5-(methylsulfonyl)nicotinamide